3,7-dimethyl-6-octenyl 2-(4-methylcyclohexyl)-2-oxoacetate CC1CCC(CC1)C(C(=O)OCCC(CCC=C(C)C)C)=O